Tert-butyl 1-bromo-5,6-dihydroimidazo[1,5-a]pyrazine-7(8H)-carboxylate BrC=1N=CN2C1CN(CC2)C(=O)OC(C)(C)C